(13S)-9-(2-chlorophenyl)-3-methyl-N,N-dipropyl-16-thia-2,4,5,8-tetraazatetracyclo[8.6.0.02,6.011,15]hexadeca-1(10),3,5,8,11(15)-pentaene-13-carboxamide ClC1=C(C=CC=C1)C1=NCC2=NN=C(N2C=2SC=3C[C@H](CC3C12)C(=O)N(CCC)CCC)C